(S)-N-(5-(2-(2-aminopyridin-3-yl)-7-chloro-5-(1H-pyrazol-1-yl)-3H-imidazo[4,5-b]pyridin-3-yl)-2,3-dihydro-1H-inden-1-yl)-3-(1,3-dioxolan-2-yl)-4-((4-methoxy-benzyl)oxy)benzamide NC1=NC=CC=C1C1=NC=2C(=NC(=CC2Cl)N2N=CC=C2)N1C=1C=C2CC[C@@H](C2=CC1)NC(C1=CC(=C(C=C1)OCC1=CC=C(C=C1)OC)C1OCCO1)=O